N1(CCC1)C[C@@H](C(=O)O)C (S)-3-(azetidin-1-yl)-2-methylpropanoic acid